tert-butyl (1s,3ar,6as)-5-(4-fluorobenzyl)-1-methylhexahydropyrrolo[3,4-c]pyrrole-2(1H)-carboxylate FC1=CC=C(CN2C[C@@H]3[C@H](C2)CN([C@H]3C)C(=O)OC(C)(C)C)C=C1